N-(8-methoxy-4-methyl-2-oxo-1H-quinolin-6-yl)-5-methyl-2-morpholino-5,7-dihydrofuro[3,4-b]pyridine-3-carboxamide COC=1C=C(C=C2C(=CC(NC12)=O)C)NC(=O)C=1C=C2C(=NC1N1CCOCC1)COC2C